(3R,4R)-3-ethoxy-4-(3-(trifluoromethyl)phenoxy)piperidine C(C)O[C@@H]1CNCC[C@H]1OC1=CC(=CC=C1)C(F)(F)F